O=C1C(CCCOCCCCCCCCC1)C(=O)OC methyl 6-oxooxacyclopentadecane-5-carboxylate